2-(diphenylphosphono)-4-methylaniline C1(=CC=CC=C1)OP(=O)(OC1=CC=CC=C1)C1=C(N)C=CC(=C1)C